(S)-4-((2-cyanophenyl)thio)-6-(1-(2-(3-hydroxypyrrolidin-1-yl)-2-oxoethyl)-1H-pyrazol-4-yl)pyrazolo[1,5-a]pyridine-3-carbonitrile C(#N)C1=C(C=CC=C1)SC=1C=2N(C=C(C1)C=1C=NN(C1)CC(=O)N1C[C@H](CC1)O)N=CC2C#N